NC=1C2=C(N=CN1)N(C=C2C2=NN(C=C2)S(=O)(=O)C2=CC=CC=C2)[C@H]2[C@@H]([C@@H]([C@H](C2)CNCCCNCCC2=CC=CC=C2)O)O (1R,2S,3R,5R)-3-{4-amino-5-[1-(benzenesulfonyl)pyrazol-3-yl]pyrrolo[2,3-d]pyrimidin-7-yl}-5-[({3-[(2-phenylethyl)amino]propyl}amino)methyl]cyclopentane-1,2-diol